(2-chlorophenyl)-N-{3-[(2,4-dimethoxybenzyl)sulfamoyl]-4-[3-(trifluoromethyl)-1,2,4-oxadiazol-5-yl]phenyl}acetamide ClC1=C(C=CC=C1)CC(=O)NC1=CC(=C(C=C1)C1=NC(=NO1)C(F)(F)F)S(NCC1=C(C=C(C=C1)OC)OC)(=O)=O